CS(=O)(=O)OC1(CC(C1)(F)F)NC(=O)OC(C)(C)C (1-((tert-Butoxycarbonyl) amino)-3,3-difluorocyclobutyl) methylsulfonate